N-thiocarboxylbiimidazole C(=S)(O)N1C(N=CC1)=C1N=CC=N1